methyl 4-(3,6-difluoro-2-methylphenyl)-5-(4-hydroxybenzoyl)-1-methylpyrrole-3-carboxylate FC=1C(=C(C(=CC1)F)C=1C(=CN(C1C(C1=CC=C(C=C1)O)=O)C)C(=O)OC)C